C(C)(C)N1CCN(C2=CC=CC=C12)C(CCN1CCN(CC1)C)=O 1-(4-isopropyl-3,4-dihydroquinoxalin-1(2H)-yl)-3-(4-Methylpiperazin-1-yl)propan-1-one